(2S)-2,6-bis[(t-butoxycarbonyl)amino]hexanoic acid C(C)(C)(C)OC(=O)N[C@H](C(=O)O)CCCCNC(=O)OC(C)(C)C